1,6-bis(triethoxylsilyl)hexane O(CC)[Si](CCCCCC[Si](OCC)(OCC)OCC)(OCC)OCC